OC(C)(C)C1C(CC(CC1)C)O 2-(2-hydroxy-prop-2-yl)-5-methylcyclohexane-1-ol